(3-chloro-1,1-dioxido-4H-benzo[e][1,2,4]thiadiazin-5-yl)(2-chlorophenyl)methanone ClC1=NS(C2=C(N1)C(=CC=C2)C(=O)C2=C(C=CC=C2)Cl)(=O)=O